[Se].[Ga].[Cu].CC1=NC(=C(C(=C1C)OCCCS(=O)(=O)N)C1=NOC(N1)=O)NC1=CC=C(C=C1)C(F)(F)F [2-[[2,3-dimethyl-5-(5-oxo-4H-1,2,4-oxadiazol-3-yl)-6-[4-(trifluoromethyl)anilino]-4-pyridyl]oxy]ethyl]methanesulfonamide copper-gallium-selenium